(S)-2-acetamido-4-(2-acetamidophenyl)-4-oxobutanoic acid C(C)(=O)N[C@H](C(=O)O)CC(=O)C1=C(C=CC=C1)NC(C)=O